C(C)OC(=O)C1=C(N=C(S1)NC1=NC(=CC(=N1)NCC1=CC=C(C=C1)OC)N1CCNCC1)C 2-[[4-[[(4-Methoxyphenyl)methyl]amino]-6-(1-piperazinyl)-2-pyrimidinyl]amino]-4-methyl-5-thiazolecarboxylic acid ethyl ester